2-((8-(2-chloro-4-(2-(piperazin-1-yl)ethoxy)phenyl)-6-(1-methylcyclopropoxy)-9H-purin-9-yl)methyl)-5-methylthiazole ClC1=C(C=CC(=C1)OCCN1CCNCC1)C=1N(C2=NC=NC(=C2N1)OC1(CC1)C)CC=1SC(=CN1)C